COCC=1C=2N(C=C(C1)C(F)(F)F)C=C(N2)C(=O)OCC ethyl 8-(methoxymethyl)-6-(trifluoromethyl)imidazo[1,2-a]pyridine-2-carboxylate